C[C@]12OC[C@](CC1)(C2)C=2N=C1N(C=C(C(=C1)OC(C)CC)C(=O)O)C2 2-[(1S,4R)-1-methyl-2-oxabicyclo[2.2.1]heptan-4-yl]-7-sec-butoxy-imidazo[1,2-a]pyridine-6-carboxylic acid